NC1=CC=CC(=N1)S(=O)(=O)NC(=O)C=1C(=NC(=CC1)C=1C=NC(=CC1)N[C@@H](C(C)C)C)N1[C@H](CC[C@H]1C)C N-[(6-amino-2-pyridyl)sulfonyl]-6-[6-[[(1R)-1,2-dimethylpropyl]amino]-3-pyridyl]-2-[(2S,5R)-2,5-dimethylpyrrolidin-1-yl]pyridine-3-carboxamide